CC(C)(C)OC(=O)N[C@@H](CCCN=C(N)NO)C(=O)O N(ω)-hydroxy-L-arginine